N-(2-((1S,3R)-3-aminocyclohexyl)-3-oxoisoindolin-5-yl)-N-methylacrylamide N[C@H]1C[C@H](CCC1)N1CC2=CC=C(C=C2C1=O)N(C(C=C)=O)C